OC=1C(C=CC(=CC1)C1OCCC1)=O 2-hydroxy-5-(tetrahydrofuran-2-yl)cyclohepta-2,4,6-trien-1-one